N(C(=N)N)CCC[C@H](C(=O)NCC1=CC=C(C=C1)O)NC(C(C1=CC=CC=C1)N1CCC(CC1)CC(C)C)=O (2R)-5-guanidino-N-(4-hydroxybenzyl)-2-(2-(4-isobutylpiperidin-1-yl)-2-phenylacetamido)pentanamide